C(C)(C)(C)OC(=O)[C@@](N)(CC1=CNC=N1)C(=O)O α-(tert-Butoxycarbonyl)-D-histidine